3-methyl-4-((4-cyclohexylbenzamido)methyl)phenylboronic acid CC=1C=C(C=CC1CNC(C1=CC=C(C=C1)C1CCCCC1)=O)B(O)O